NCCCCC1=C(C=CC(=C1)F)N1CN(C(C2=CC=C(C=C12)C(F)(F)F)=O)C=1C(=NC(=CC1)OC)Br (2-(4-aminobutyl)-4-fluorophenyl)-3-(2-bromo-6-methoxypyridin-3-yl)-7-(trifluoromethyl)-2,3-dihydroquinazolin-4(1H)-one